tert-butyl rac-(3S,4R)-4-[3-(2,4-dioxohexahydropyrimidin-1-yl)-1-methyl-indazol-6-yl]-3-hydroxy-piperidine-1-carboxylate O=C1N(CCC(N1)=O)C1=NN(C2=CC(=CC=C12)[C@@H]1[C@@H](CN(CC1)C(=O)OC(C)(C)C)O)C |r|